C1(=CC=CC1)P(C1=CC=CC=C1)C1=CC=CC=C1.C1(=CC=CC1)P(C1=CC=CC=C1)C1=CC=CC=C1.[Pd+2] palladium (2+) bis((cyclopent-1,3-dien-1-yl)diphenylphosphane)